N(=C=O)C1=C(C=CC2=C(C=CC=C12)N=C=O)C 1,5-diisocyanato-methyl-naphthalene